C1(CC1)NC=1C(=CC(=C(C1)F)F)N N-1-cyclopropyl-4,5-difluorobenzene-1,2-diamine